Tert-butyl (R)-3-((S)-2-((S)-2-aminopropanamido)-3-(difluoromethoxy)-N-methylpropanamido)-3-(4-chlorobenzyl)piperidine-1-carboxylate N[C@H](C(=O)N[C@H](C(=O)N(C)[C@@]1(CN(CCC1)C(=O)OC(C)(C)C)CC1=CC=C(C=C1)Cl)COC(F)F)C